FC(CN1N=CC=2C1=NC(=CN2)N2CCC1(CC(N(C1CC)C=1C=NC(=NC1)C(F)(F)F)=O)CC2)F 8-(1-(2,2-difluoroethyl)-1H-pyrazolo[3,4-b]pyrazin-6-yl)-1-ethyl-2-(2-(trifluoromethyl)pyrimidin-5-yl)-2,8-diazaspiro[4.5]decan-3-one